(R)-N-(piperidin-3-yl)-3-(prop-1-en-2-yl)pyridin-2-amine N1C[C@@H](CCC1)NC1=NC=CC=C1C(=C)C